5-(2-amino-[1,2,4]triazolo[1,5-a]pyridin-7-yl)-N-(2-(cyclopentyloxy)-6-fluorobenzyl)nicotinamide NC1=NN2C(C=C(C=C2)C=2C=NC=C(C(=O)NCC3=C(C=CC=C3F)OC3CCCC3)C2)=N1